N-(1-ethyl-2-oxo-1,2-dihydropyridin-3-yl)-6-((2-hydroxyethyl)sulfonamido)-2-(6-azaspiro[2.5]octan-6-yl)nicotinamide C(C)N1C(C(=CC=C1)NC(C1=C(N=C(C=C1)NS(=O)(=O)CCO)N1CCC2(CC2)CC1)=O)=O